FC1(CCN(CC1)C[C@H](C)O)F (S)-1-(4,4-difluoropiperidin-1-yl)propan-2-ol